OCCNC(=O)C1=CC=C2C(=C3N(C2=C1)C=CC=C3)C(=O)O 3-(2-Hydroxyethylcarbamoyl)pyrido[1,2-a]indole-10-carboxylic acid